[2-(9,9-dimethylfluorenyl)](2-Methylphenyl)sulfonium methanesulfonate CS(=O)(=O)[O-].CC1(C2=CC=CC=C2C=2C=CC=C(C12)C1(C(C=CC=C1)[SH2+])C)C